COC(C1=NC(=CC=C1N[C@H](C)C1=C2N=C(C(=NC2=CC(=C1)C)C#N)N1CC2(CC2C1)C(F)(F)F)Cl)=O.O(C1=CC=CC=C1)PC1=C(C=CC=C1)C phenoxy-o-tolylphosphine methyl-6-chloro-3-(((1R)-1-(2-cyano-7-methyl-3-(1-(trifluoromethyl)-3-azabicyclo[3.1.0]hexan-3-yl)quinoxalin-5-yl)ethyl)amino)picolinate